2-(4-(difluoromethoxy)-2,6-dimethylphenyl)-6-methoxy-2,5-dihydro-4H-pyrazolo[3,4-d]pyrimidin-4-one FC(OC1=CC(=C(C(=C1)C)N1N=C2N=C(NC(C2=C1)=O)OC)C)F